C(C(=C)C)(=O)OC1C(C(C1)C(=C)C)(C)C (3-isopropenyl-2,2-dimethylcyclobutyl) methacrylate